1-(2-(4-benzyl-4,5-dihydro-oxazol-2-yl)quinolin-8-yl)-N-(2,6-diisopropylphenyl)ethane-1-imine C(C1=CC=CC=C1)C1N=C(OC1)C1=NC2=C(C=CC=C2C=C1)C(C)=NC1=C(C=CC=C1C(C)C)C(C)C